dibutyldimethoxytin diacetate C(C)(=O)O.C(C)(=O)O.C(CCC)[Sn](OC)(OC)CCCC